2-(benzo[d][1,3]dioxol-5-yloxy)-N-(pyridin-2-yl)-N-(thiophen-2-ylmethyl)acetamide O1COC2=C1C=CC(=C2)OCC(=O)N(CC=2SC=CC2)C2=NC=CC=C2